CC(CC(CC(=O)O)NC(=O)C1=CC2=C(N(C(=N2)CC=2SC=CC2)C(CC)CC)C=C1)C 5-Methyl-3-{1-(pentan-3-yl)-2-(thiophen-2-ylmethyl)-1H-benzo[d]imidazole-5-carboxamido}hexanoic Acid